NC1=C(C=C(C=C1)Br)C1=C(C(=NN1COCC[Si](C)(C)C)Cl)N 5-(2-amino-5-bromo-phenyl)-3-chloro-1-(2-trimethylsilylethoxymethyl)pyrazol-4-amine